C1(CCC1)C=1SC=2CNCCC2N1 2-Cyclobutyl-4,5,6,7-tetrahydrothiazolo[5,4-c]pyridine